N-[(6-Amino-2-pyridyl)sulfonyl]-6-(2-hydroxy-4-methylphenyl)-2-[(4S)-2,2,4-trimethylpyrrolidin-1-yl]pyridin-3-carboxamid NC1=CC=CC(=N1)S(=O)(=O)NC(=O)C=1C(=NC(=CC1)C1=C(C=C(C=C1)C)O)N1C(C[C@@H](C1)C)(C)C